3-(1,4-dimethyl-1H-benzo[d][1,2,3]triazol-5-yl)-3-(3-(((R)-2-ethyl-2,3-dihydro-[1,4]oxazepino[6,7-b]quinolin-4(5H)-yl)methyl)-4-methylphenyl)-2,2-dimethylpropanoic Acid CN1N=NC2=C1C=CC(=C2C)C(C(C(=O)O)(C)C)C2=CC(=C(C=C2)C)CN2C[C@H](OC=1C(=NC=3C=CC=CC3C1)C2)CC